N-[1-[5-[3-[3-[[ethyl(methyl)sulfamoyl]amino]-2,6-difluorobenzoyl]-1H-pyrrolo[2,3-b]pyridin-5-yl]pyridin-2-yl]piperidin-4-yl]-N-methylacetamide C(C)N(S(=O)(=O)NC=1C(=C(C(=O)C2=CNC3=NC=C(C=C32)C=3C=CC(=NC3)N3CCC(CC3)N(C(C)=O)C)C(=CC1)F)F)C